FC=1C=C2C=CCN3C2=C(C1)OCC3C 9-fluoro-3-methyl-2H-[1,4]oxazino[2,3,4-ij]quinolin